FC1=C(C=CC(=C1)F)C1=CC(=C(C=C1)OC)NC1=NC=NC2=CC(=C(C=C12)N1CC2(CCN(C2)C(C=C)=O)CC1)OC 1-(7-(4-((2',4'-difluoro-4-methoxy-[1,1'-biphenyl]-3-yl)amino)-7-methoxyquinazolin-6-yl)-2,7-diazaspiro[4.4]nonan-2-yl)prop-2-en-1-one